N-ethyl-N-(9-((2R,3R,4R,5R)-4-hydroxy-5-(hydroxymethyl)-3-methoxytetrahydrofuran-2-yl)-9H-purin-6-yl)benzamide C(C)N(C(C1=CC=CC=C1)=O)C1=C2N=CN(C2=NC=N1)[C@@H]1O[C@@H]([C@H]([C@H]1OC)O)CO